tert-butyl 4-[5-ethyl-1-[4-(trifluoromethyl)phenyl]pyrazol-3-yl]piperazine-1-carboxylate C(C)C1=CC(=NN1C1=CC=C(C=C1)C(F)(F)F)N1CCN(CC1)C(=O)OC(C)(C)C